CN1C(C=C(C=C1)C#CC=1C=C(OC2=C(N=NN2)C(=O)O)C=CC1)=O 5-(3-((1-methyl-2-oxo-1,2-dihydropyridin-4-yl)ethynyl)phenoxy)-1H-1,2,3-triazole-4-carboxylic acid